C1(=CC=CC=C1)S(=O)(=O)N1C=C(C2=CC=CC=C12)C1=NC(=NC=C1Cl)N[C@@H]1CN(C[C@H](C1)C)CC1=CC=CC=C1 |&1:30| 4-[1-(benzenesulfonyl)indol-3-yl]-N-[(3S,SR)-1-benzyl-5-methyl-3-piperidyl]-5-chloro-pyrimidin-2-amine